C(C)(=O)C1=C(C2=C(N=C(N=C2)NC2=NC=C(C=C2)N2CCC(CC2)N2CCNCC2)N(C1=O)C1CCCC1)C 6-acetyl-8-cyclopentyl-5-methyl-2-[[5-(4-piperazin-1-yl-1-piperidinyl)-2-pyridinyl]amino]pyrido[2,3-d]pyrimidin-7-one